BrC=1C=C(C=NC1)C1(CC(C1)C)C#N 1-(5-bromopyridin-3-yl)-3-methylcyclobutane-1-carbonitrile